N1C=NC2=C1C=C(C=C2)NC(NCCCCCCCCCCCCC(=O)O)=O 13-(3-(1H-benzo[d]imidazol-6-yl)ureido)tridecanoic acid